(2S,4R)-1-[(2S)-2-[3-(4-ethynylpiperidin-1-yl)propanamido]-3,3-dimethylbutanoyl]-4-hydroxy-N-{[4-(4-methyl-1,3-thiazol-5-yl)phenyl]methyl}pyrrolidine-2-carboxamide C(#C)C1CCN(CC1)CCC(=O)N[C@H](C(=O)N1[C@@H](C[C@H](C1)O)C(=O)NCC1=CC=C(C=C1)C1=C(N=CS1)C)C(C)(C)C